ClC1=C(C=C(C=C1)N1CC(C2=NC(=CC=C21)C(=O)N2C(CN(CC2)CC)(C)C)(C)C)F (1-(4-chloro-3-fluorophenyl)-3,3-dimethyl-2,3-dihydro-1H-pyrrolo[3,2-b]pyridin-5-yl)(4-ethyl-2,2-dimethylpiperazin-1-yl)methanone